[N+](=O)([O-])C1=CC=C(C=C1)OC(=O)N1C(CC1)N1N=CC=C1 1H-pyrazol-1-yl-azetidine-1-carboxylic acid 4-nitrophenyl ester